Phenanthrazine C1=CC=CC=2C3=CC=CC=C3C3=NC=4C5=CC=CC=C5C5=CC=CC=C5C4N=C3C12